5-(2-acetamidoacetamido)-2,4-dichlorobenzoic acid C(C)(=O)NCC(=O)NC=1C(=CC(=C(C(=O)O)C1)Cl)Cl